C1=CC=CC=2C3=CC=CC=C3C(C12)COC(=O)N([C@H](C(=O)O)CC1=CC(=CC=C1)C(F)(F)F)C (2S)-2-[9H-fluoren-9-ylmethoxycarbonyl-(methyl)amino]-3-[3-(trifluoromethyl)phenyl]propionic acid